N-(5-(3-chlorophenyl)-3-methoxypyridine-2-carbonyl)glycine methyl ester COC(CNC(=O)C1=NC=C(C=C1OC)C1=CC(=CC=C1)Cl)=O